FC1=CC(=C(C=C1)NC1=C(C(=O)NC2=C(C=C(C=C2)O)C)C=C(C=C1)C(F)(F)F)C 2-((4-fluoro-2-methylphenyl)amino)-N-(4-hydroxy-2-methylphenyl)-5-(trifluoromethyl)benzamide